CC=1N=C2N(N=C(C(=C2)C)N2CC=3C=C(C=NC3CC2)C2=CC(=NC=C2)C)C(C1)=O 2,8-dimethyl-7-(3-(2-methylpyridin-4-yl)-7,8-dihydro-1,6-naphthyridin-6(5H)-yl)-4H-pyrimido[1,2-b]pyridazin-4-one